7-iodo-2,4-bis(methylsulfanyl)imidazo[2,1-f][1,2,4]triazine IC1=CN=C2C(=NC(=NN21)SC)SC